CC(=O)C1=C(C(=C(C=C1)COC1=NC(=CC=C1)N1C[C@@H](NCC1)C)F)C1CC1 (S)-cyclopropyl(3-fluoro-4-(((6-(3-methylpiperazin-1-yl)pyridin-2-yl)oxy)methyl)phenyl) Methyl ketone